[Ce].[Al].[Ni].[Zn] zinc-nickel-aluminum-cerium salt